C(C1=CC=CC=C1)N1CC(CC1(C)C)OC=1C=CC(=C(C(=O)NC2(CC2)C2=CC=CC3=CC=CC=C23)C1)C 5-((1-benzyl-5,5-dimethylpyrrolidin-3-yl)oxy)-2-methyl-N-(1-(naphthalen-1-yl)cyclopropyl)benzamide